C(#N)CN1C(C2=CC(=CC(=C2C=C1C1=CC=C(C=C1)F)[C@H](C)NC1=C(C(=O)O)C=CC=C1)C)=O (S)-2-((1-(2-(cyanomethyl)-3-(4-fluorophenyl)-7-methyl-1-oxo-1,2-dihydroisoquinolin-5-yl)ethyl)amino)benzoic acid